C1(CC1)NC1=NC=C(C(=N1)N[C@@H]1CNCCC1)C1=NC2=C(N1)C=CC(=C2)N2CCN(CC2)C (S)-N2-cyclopropyl-5-(5-(4-methylpiperazin-1-yl)-1H-benzo[d]imidazol-2-yl)-N4-(piperidin-3-yl)pyrimidine-2,4-diamine